O=C1C=CN(C2=CC=CC=C12)N(N=CC1=CC=C(C=C1)C(C)(C)C)C(C)=O (4-oxo-4H-quinolin-1-yl)-acetyl-(4-t-butylbenzylidene)hydrazine